FC1=C(C=C(C=C1)F)[C@@H]1N(OCC1)C1=CC(=NC=N1)NC=1C(=CC(=C(C1)NC(C=C)=O)N1C[C@H]2N(CC[C@H]2C1)C)OC N-(5-((6-((R)-3-(2,5-difluorophenyl)isoxazolidine-2-yl)pyrimidine-4-yl)amino)-4-methoxy-2-((3aS,6aS)-1-methylhexahydropyrrolo[3,4-b]pyrrole-5(1H)-yl)phenyl)acrylamide